CC(C1=CC(=CC(=C1)OC)OC)(OC(=O)NC)C N-(α,α-dimethyl-3,5-dimethoxybenzyloxy)carbonyl-N-methylamine